Chlorine Silicon Oxide [Si]=O.[Cl]